1-Fluoro-4-[(2-fluoro-4-methyl-5-nitrophenyl)disulfanyl]-3-methyl-2-nitrobenzol FC1=C(C(=C(C=C1)SSC1=C(C=C(C(=C1)[N+](=O)[O-])C)F)C)[N+](=O)[O-]